ClC1=CC=C(C=C1)C=1N=C2N(C=CC=N2)C1CN1C2CN(C(C1)CC2)C(=O)C2=NC(=CC=C2)OC (5-{[2-(4-chlorophenyl)imidazo[1,2-a]pyrimidin-3-yl]methyl}-2,5-diazabicyclo[2.2.2]oct-2-yl)(6-methoxypyridin-2-yl)methanone